N-(6-ethyl-4-(1-methoxyethyl)-1,5-naphthyridin-3-yl)-N'-(6-(2H-1,2,3-triazol-2-yl)-5-(trifluoromethyl)pyridin-3-yl)urea C(C)C=1N=C2C(=C(C=NC2=CC1)NC(=O)NC=1C=NC(=C(C1)C(F)(F)F)N1N=CC=N1)C(C)OC